C1(CC1)NC(=O)C=1C=CC(=C(C1)C=1C=NC(=C(C(=O)N(C)CC)C1)NC(CO)(C)C)C 5-(5-(cyclopropylcarbamoyl)-2-methylphenyl)-N-ethyl-2-((1-hydroxy-2-methylpropan-2-yl)amino)-N-methylnicotinamide